(7-chloro-1-oxo-1,2,3,4-tetrahydroisoquinolin-6-yl)boronic acid ClC1=C(C=C2CCNC(C2=C1)=O)B(O)O